C(=O)(O)C1=C(C=CC(=C1)C(=O)O)C1=NC(=CC(=C1)C1=CC=C(C=C1)C(=O)O)C1=C(C=C(C=C1)C(=O)O)C(=O)O 2,6-bis(2,4-dicarboxyphenyl)-4-(4-carboxyphenyl)pyridine